C(#N)C=1C(=CC(=C(C1)NS(=O)(=O)C=1C=C(C(=O)OC)C=CC1C1CC1)C=1SC=CN1)F Methyl 3-(N-(5-cyano-4-fluoro-2-(thiazol-2-yl)phenyl)sulfamoyl)-4-cyclopropylbenzoate